2-butylamino-8-hydroxy-9-(6-methylpyridine-3-ylmethyl)adenine C(CCC)NC1=NC(=C2N=C(N(C2=N1)CC=1C=NC(=CC1)C)O)N